1-(heptan-3-yl)isoquinoline tert-butyl-((1r,3r)-3-formylcyclobutyl)carbamate C(C)(C)(C)N(C(O)=O)C1CC(C1)C=O.CCC(CCCC)C1=NC=CC2=CC=CC=C12